CC1=CC=C(C=C1)S(=O)(=O)N=C(C)C1=CC=C(C=C1)[N+](=O)[O-] 4-methyl-N-(1-(4-nitrophenyl)ethylidene)benzenesulfonamide